3'-(6-(hydroxymethyl)-1-oxoisoindolin-2-yl)-2-(4-methyl-4H-1,2,4-triazol-3-yl)-[1,1'-biphenyl]-4-carbonitrile OCC1=CC=C2CN(C(C2=C1)=O)C=1C=C(C=CC1)C1=C(C=C(C=C1)C#N)C1=NN=CN1C